N=1C(=CN2C1C=CC=C2)B(O)O imidazo[1,2-a]pyridin-2-ylboronic acid